C[C@H]1CN(CCN1C)C1=C(C=C(C(=C1)OC)NC1=NC=NC(=C1)N1OCC[C@@H]1C1=CC(=CC=C1)OC1=CC=CC=C1)NC(C=C)=O N-(2-((S)-3,4-dimethylpiperazin-1-yl)-4-methoxy-5-((6-((R)-3-(3-phenoxyphenyl)isoxazolidin-2-yl)pyrimidin-4-yl)amino)phenyl)acrylamide